1-[(2R,3R)-3-[(2R)-2-aminopropoxy]-2-(2-chloro-5-fluoro-3-methyl-phenyl)pyrrolidine-1-yl]-2-[3-cyclopropyl-5-(trifluoromethyl)pyrazol-1-yl]ethanone N[C@@H](CO[C@H]1[C@H](N(CC1)C(CN1N=C(C=C1C(F)(F)F)C1CC1)=O)C1=C(C(=CC(=C1)F)C)Cl)C